(S)-5-amino-N-(7-iodoisochroman-4-yl)-N-methyl-1-((2-(trimethylsilyl)ethoxy)methyl)-6,8-dihydro-1H-furo[3,4-d]pyrrolo[3,2-b]pyridine-2-carboxamide NC1=C2C(=C3C(=N1)C=C(N3COCC[Si](C)(C)C)C(=O)N(C)[C@@H]3COCC1=CC(=CC=C31)I)COC2